ClC1=C2C=C(N(C2=CC=C1Cl)C=1C=NNC1)C1=NN=C(N1)C(F)(F)F 4,5-dichloro-1-(1H-pyrazol-4-yl)-2-(5-(trifluoromethyl)-4H-1,2,4-triazol-3-yl)-1H-indole